Cl.NC1CC2(C1)CCN(CC2)C(=O)NC2=NC(N(C=C2)C2=CC=C(C=C2)CN2CC1C(C1C2)N)=O 2-amino-N-(1-(4-((exo-6-amino-3-azabicyclo[3.1.0]hexan-3-yl)methyl)phenyl)-2-oxo-1,2-dihydropyrimidin-4-yl)-7-azaspiro[3.5]nonane-7-carboxamide hydrochloride salt